C1(CC1)N1C(N(C=2C(C1=O)=C(N(C(C2C)=O)C)NC2=C(C=C(C=C2)I)F)C=2C=C(C=CC2)NS(=O)(=O)NCCNC(OCCCC)=O)=O butyl N-[2-[[3-[3-cyclopropyl-5-(2-fluoro-4-iodo-anilino)-6,8-dimethyl-2,4,7-trioxo-pyrido[4,3-d]pyrimidin-1-yl]phenyl]sulfamoylamino]ethyl]carbamate